C(C)C(C(=O)O)(C(=O)O)CC.C(C)C(C(=O)OCC)(C(=O)O)CC ethyl diethylmalonate (diethyl malonate)